BrC1=CN=C2N1C=C(C=C2)Br 3,6-dibromoimidazo[1,2-a]pyridine